3-(2-(3-((2-(2,6-dioxopiperidin-3-yl)-1-oxoisoindolin-4-yl)thio)propoxy)ethoxy)propionamide O=C1NC(CCC1N1C(C2=CC=CC(=C2C1)SCCCOCCOCCC(=O)N)=O)=O